COC1=CC=C(C=C1)CN1N=C(C=C1C(C(=O)OCC)C1=NC(=CC=C1)C(F)(F)F)C(F)(F)F ethyl 2-[2-[(4-methoxyphenyl)methyl]-5-(trifluoromethyl)pyrazol-3-yl]-2-[6-(trifluoromethyl)-2-pyridyl]acetate